[Br].C(CCCCCCCCCCCCC)N1CN(C=C1)CCCCCCCCCCCCCC 1,3-ditetradecyl-imidazole bromine salt